ClC1=C2C(=NC(=C1)NC(=O)C1CC1)CN(C2=O)C([2H])([2H])[2H] N-(4-chloro-6-(methyl-d3)-5-oxo-6,7-dihydro-5H-pyrrolo[3,4-b]pyridin-2-yl)cyclopropanecarboxamide